N1(CCOCC1)CCOC=1C=C(C=CC1)C=1C=CC=C2C=NC(=NC12)NC=1C=NC(=CC1)N1CCNCC1 8-(3-(2-morpholinylethoxy)phenyl)-N-(6-(piperazin-1-yl)pyridin-3-yl)quinazolin-2-amine